FC([C@@H]1COCCN1C[C@@H]1NC[C@H](N(C1)C(=O)OC(C)(C)C)C)F tert-butyl (2R,5S)-5-(((S)-3-(difluoromethyl) morpholino) methyl)-2-methylpiperazine-1-carboxylate